C1(=CC=CC=C1)C=1N=C(OC1)C1CC2(CC(C2)NC(=O)N)C1 6-(4-phenyloxazol-2-yl)spiro[3.3]hept-2-ylurea